C1=C(C=CC=2OC3=C(C21)C=CC=C3)[C@@H](C(C)C)N[S@](=O)C(C)(C)C (R)-N-((R)-1-(dibenzo[b,d]furan-2-yl)-2-methylpropyl)-2-methylpropan-2-sulfinamide